ClC=1C(=NC=CC1)N1CCN(CC1)CC=1C=C2C(N(C(C2=CC1)=O)N1C(NC(CC1)=O)=O)=O 5-((4-(3-chloropyridin-2-yl)piperazin-1-yl)methyl)-2-(2,4-dioxotetrahydropyrimidin-1(2H)-yl)isoindoline-1,3-dione